tert-butyl-6-(2,4-dioxotetrahydropyrimidin-1(2H)-yl)-4-fluoro-1H-indole C(C)(C)(C)N1C=CC2=C(C=C(C=C12)N1C(NC(CC1)=O)=O)F